C1CCC2=C(C=CC=C12)C1=C(C=C2C(=N1)C(=NN2)C=2C=NN(C2)C2CN(CC2)CC)OC 5-(2,3-dihydro-1H-inden-4-yl)-3-(1-(1-ethylpyrrolidin-3-yl)-1H-pyrazol-4-yl)-6-methoxy-1H-pyrazolo[4,3-b]pyridine